CC1=C(C=CC=C1)C(C)=O 2'-Methyl-acetophenon